CC=1C=C(C=NC1N1CC=2C=C(C=NC2CC1)C=1C=NC(=CC1)C)C#N 5-methyl-6-[3-(6-methyl-3-pyridyl)-7,8-dihydro-5H-1,6-naphthyridin-6-yl]pyridine-3-carbonitrile